O1CCCCOC(CCCCCCCCCC1)=O 1,6-dioxacycloheptadecan-7-one